3-(3-carbamoyl-4-nitro-phenoxy)-pyrrolidine-1-carboxylic acid tert-butyl ester C(C)(C)(C)OC(=O)N1CC(CC1)OC1=CC(=C(C=C1)[N+](=O)[O-])C(N)=O